(+-)-4-(2-(2-methoxy-4-(methylsulfonyl)phenyl)azepan-1-yl)-6-methylpyrimidin-2-amine COC1=C(C=CC(=C1)S(=O)(=O)C)[C@@H]1N(CCCCC1)C1=NC(=NC(=C1)C)N |r|